r-cyclohexanone C1(CCCCC1)=O